ClC=1C=C2C3=C(NC2=CC1)[C@@H](N(CC3)C3=NC(=C(C(=N3)C)F)C)C[C@H]3COCCC3 (1S)-6-chloro-2-(5-fluoro-4,6-dimethylpyrimidin-2-yl)-1-{[(3S)-oxan-3-yl]methyl}-2,3,4,9-tetrahydro-1H-pyrido[3,4-b]indole